(S)-4-(difluoromethylene)-2-methylpiperidine hydrochloride Cl.FC(=C1C[C@@H](NCC1)C)F